N-(5-amino-1,6-naphthyridin-8-yl)-2-((2R,5S)-2-(benzo[d]thiazol-5-yl)-5-methylpiperidin-1-yl)-2-carbonylacetamide NC1=C2C=CC=NC2=C(C=N1)NC(C(=C=O)N1[C@H](CC[C@@H](C1)C)C=1C=CC2=C(N=CS2)C1)=O